3-methyl-2-(2-phenylpropyl)pyridine CC=1C(=NC=CC1)CC(C)C1=CC=CC=C1